N1C(=CC=C1)N[C@@H](C)C(=O)O N-pyrrolyl-alanine